(dithiodi-p-phenylene)bismaleimide C1(=CC=C(C=C1)C=1C(=O)NC(C1)=O)SSC1=CC=C(C=C1)C=1C(=O)NC(C1)=O